N-(2-cyclopropyl-5-(8-methyl-5-oxa-2,8-diazaspiro[3.5]nonan-2-yl)pyridin-3-yl)-6-(1-(2,2,2-trifluoroethyl)-1H-pyrazol-4-yl)picolinamide C1(CC1)C1=NC=C(C=C1NC(C1=NC(=CC=C1)C=1C=NN(C1)CC(F)(F)F)=O)N1CC2(C1)OCCN(C2)C